Cetyl-dimethyl-tetraethyleneglycol ammonium sulfite S(=O)([O-])[O-].[NH4+].C(CCCCCCCCCCCCCCC)C(C(C)(C)O)OCCOCCOCCO.[NH4+]